OCCOC1=C(C2=CC=C(C=C2C=C1)C=1C2=CC=CC=C2C=2C=CC=CC2C1)C1=C(C=CC2=CC(=CC=C12)C=1C2=CC=CC=C2C=2C=CC=CC2C1)OCCO 2,2'-bis(2-hydroxyethoxy)-6,6'-bis(phenanthr-9-yl)-1,1'-binaphthyl